benzyl ((1S)-((1r,4S)-4-methylcyclohexyl)(2-(((3R,5S)-2-oxo-5-(trifluoromethyl)piperidin-3-yl)methyl)-3-(tetrahydro-2H-pyran-4-yl)imidazo[1,2-b][1,2,4]triazin-6-yl)methyl)carbamate CC1CCC(CC1)[C@@H](C=1N=C2N(N=C(C(=N2)C2CCOCC2)C[C@@H]2C(NC[C@H](C2)C(F)(F)F)=O)C1)NC(OCC1=CC=CC=C1)=O